7-[(1S)-1-(1-phenyl-1H-1,2,3-triazol-4-yl)propyl]-5-[2-(trifluoromethyl)pyrimidin-5-yl]-7H-pyrrolo[2,3-d]pyrimidin-4-amine C1(=CC=CC=C1)N1N=NC(=C1)[C@H](CC)N1C=C(C2=C1N=CN=C2N)C=2C=NC(=NC2)C(F)(F)F